FC1=C(C=CC=2N(C(=NC21)C2=CC=C(C=C2)S(=O)(=O)C)C)C2CCN(CC2)C2CC1CCC(C2)N1CCOC 4-Fluoro-5-(1-(8-(2-methoxyethyl)-8-azabicyclo[3.2.1]octan-3-yl)piperidin-4-yl)-1-methyl-2-(4-(methylsulfonyl)phenyl)-1H-benzo[d]imidazol